[Si](C)(C)(C(C)(C)C)OC1CC2C(N(C3=C(C(N2C1)=O)C=C(C=C3)OC)COCC[Si](C)(C)C)=O 2-(tert-butyldimethylsilyloxy)-7-methoxy-10-((2-(trimethylsilyl)ethoxy)methyl)-1,2,3,10,11,11a-hexahydro-5H-pyrrolo[2,1-c][1,4]-benzodiazepin-5,11-dione